ClC1=CC=C(C=C1)[C@H](CC(=O)OCC)N1[C@@](C2=CC=C(C=C2C1=O)C(=C)C)(OCC1(CC1)CO)C1=CC=C(C=C1)Cl (S)-Ethyl 3-(4-chlorophenyl)-3-((R)-1-(4-chlorophenyl)-1-((1-(hydroxymethyl)cyclopropyl)methoxy)-3-oxo-5-(prop-1-en-2-yl)isoindolin-2-yl)propanoate